1-phenyl-N-[[5-(trifluoromethyl)-2-pyridyl]methyl]methanamine C1(=CC=CC=C1)CNCC1=NC=C(C=C1)C(F)(F)F